[O+]1=C2C(=CC=C1)C=CC=C2 benzo[b]pyrylium